N-(1-Benzylpyrrolidin-3-yl)-5,7-diphenylpyrazolo[1,5-a]pyrimidine-2-carboxamide C(C1=CC=CC=C1)N1CC(CC1)NC(=O)C1=NN2C(N=C(C=C2C2=CC=CC=C2)C2=CC=CC=C2)=C1